OCC1=C(N=C(S1)NN=C1C(N(N=C1C1=CC=CC=C1)C=1SC=C(N1)C1=CC=CC=C1)=O)C 4-(2-(5-(hydroxymethyl)-4-methylthiazol-2-yl)hydrazineylidene)-5-phenyl-2-(4-phenylthiazol-2-yl)-2,4-dihydro-3H-pyrazol-3-one